(S)-N-(2,3-difluoro-4-(8-methyl-7-oxo-2-(piperidin-3-ylamino)-7,8-dihydropyrido[2,3-d]pyrimidin-6-yl)phenyl)-1-phenylmethanesulfonamide FC1=C(C=CC(=C1F)C1=CC2=C(N=C(N=C2)N[C@@H]2CNCCC2)N(C1=O)C)NS(=O)(=O)CC1=CC=CC=C1